C(C#C)NCC(=O)[O-] Prop-2-yn-1-ylglycinate